Propan-2-yl 2-{[(3-methyl-cyclohexyl)carbamoyl]oxy}-3-(pyrimidin-2-yl)propanoate CC1CC(CCC1)NC(=O)OC(C(=O)OC(C)C)CC1=NC=CC=N1